CC/C=C\\C[C@H](/C=C/C=C\\C/C=C\\C/C=C\\C/C=C\\CCC(=O)O)O The molecule is a polyunsaturated fatty acid that is (4Z,7Z,10Z,13Z,15E,19Z)-docosa-4,7,10,13,15,19-hexaenoic acid carrying a hydroxy substituent at the 17R-position. It has a role as a human xenobiotic metabolite and a mouse metabolite. It is a conjugate acid of a 17(R)-HDoHE(1-). It is an enantiomer of a 17(S)-HDoHE.